tert-butyl 3-(5-(1-ethoxyvinyl)thiophen-2-yl)-3-fluoroazetidine-1-carboxylate C(C)OC(=C)C1=CC=C(S1)C1(CN(C1)C(=O)OC(C)(C)C)F